C(C)(C)(C)C1=C(C=C(C(=C1)OC#N)C(C)(C)C)OC#N 2,5-di-tert-butyl-1,4-dicyanooxybenzene